lithium tellurate [Te](=O)(=O)([O-])[O-].[Li+].[Li+]